(3s,5s)-3-aminomethyl-5-methyl-6-(2-nitro-phenoxy)-hexanoic acid NC[C@H](CC(=O)O)C[C@@H](COC1=C(C=CC=C1)[N+](=O)[O-])C